methyl 5-bromo-2-(methylsulfonamido)nicotinate BrC=1C=NC(=C(C(=O)OC)C1)NS(=O)(=O)C